(4-n-Octyloxyphenyl)phenyliodonium hexafluoroantimonat F[Sb-](F)(F)(F)(F)F.C(CCCCCCC)OC1=CC=C(C=C1)[I+]C1=CC=CC=C1